O=C1NC(CCC1C1=NN(C2=C(C(=CC=C12)N1CCN(CC1)C[C@@H]1[C@@H](CN(CC1)C(=O)OC(C)(C)C)F)F)C)=O tert-butyl (3S,4R)-4-((4-(3-(2,6-dioxopiperidin-3-yl)-7-fluoro-1-methyl-1H-indazol-6-yl)piperazin-1-yl)methyl)-3-fluoropiperidine-1-carboxylate